C(C)(C)OC(=O)C=1C=CC2=C(N(C=N2)C[C@H]2OCC2)C1 (((S)-oxetan-2-yl)methyl)-1H-benzo[d]Imidazole-6-carboxylic acid isopropyl ester